N-(3,5-dimethyl-1H-pyrazol-4-yl)-4-(trifluoromethoxy)benzamide CC1=NNC(=C1NC(C1=CC=C(C=C1)OC(F)(F)F)=O)C